CN(CCSC1CC(CCC1CCC(C(C)C)SCCN(C)C)C(=O)OCCOC(NCCCCCCNC(OCCOC(=O)C1CC(C(CC1)CCC(C(C)C)SCCN(C)C)SCCN(C)C)=O)=O)C 4,13-dioxo-3,14-dioxa-5,12-diazahexadecane-1,16-diyl bis(3-((2-(dimethylamino)ethyl)thio)-4-(3-((2-(dimethylamino)ethyl)thio)-4-methylpentyl)cyclohexanecarboxylate)